COC1=C(C=C(C=C1)[N+](=O)[O-])NC(C1=CC(=CC=C1)S(=O)(=O)N1C(CC2=CC=CC=C12)C)=O N-(2-methoxy-5-nitrophenyl)-3-((2-methylindolin-1-yl)sulfonyl)benzamide